FC(CC)(F)C=1C=C(C=NC1)NC(=O)C1=CC=C2C(CN(CC2=C1)C1CC(N(CC1)C)=O)C N-[5-(1,1-difluoropropyl)-3-pyridyl]-4-methyl-2-(1-methyl-2-oxo-4-piperidyl)-3,4-dihydro-1H-isoquinoline-7-carboxamide